(2S,4R)-1-(2-(3-acetyl-5-(2-methylpyrimidin-5-yl)-1H-indazol-1-yl)acetyl)-N-(cuban-1-ylmethyl)-4-fluoropyrrolidine-2-carboxamide C(C)(=O)C1=NN(C2=CC=C(C=C12)C=1C=NC(=NC1)C)CC(=O)N1[C@@H](C[C@H](C1)F)C(=O)NCC12C3C4C5C3C1C5C24